O=C1N(CCC(N1)=O)C=1C=C2C(=CN(C2=CC1)C1CCN(CC1)CC1(CCN(CC1)C(=O)OC(C)(C)C)F)CC tert-Butyl 4-((4-(5-(2,4-dioxotetrahydropyrimidin-1(2H)-yl)-3-ethyl-1H-indol-1-yl)piperidin-1-yl)methyl)-4-fluoropiperidine-1-carboxylate